N1-((3'-((5s,8s)-3,3-dimethyl-1-oxaspiro[4.5]decan-8-yl)-4'H,6'H-spiro[cyclopropane-1,5'-pyrrolo[1,2-b]pyrazol]-2'-yl)methyl)-N1-methyl-ethane-1,2-diamine CC1(COC2(C1)CCC(CC2)C2=C1N(N=C2CN(CCN)C)CC2(C1)CC2)C